N-(3-fluorophenyl)-2-(4-methyl-1H-1,2,3-triazol-1-yl)-N-((5-(5-(trifluoromethyl)-1,2,4-oxadiazol-3-yl)pyridin-2-yl)methyl)propanamide FC=1C=C(C=CC1)N(C(C(C)N1N=NC(=C1)C)=O)CC1=NC=C(C=C1)C1=NOC(=N1)C(F)(F)F